ClC=1N=CC=C2C1NC(C2(C2=CC=C(C=C2)OC(F)(F)F)C2=CC=C(C=C2)O)=O 7-chloro-3-(4-hydroxyphenyl)-3-(4-(trifluoromethoxy)phenyl)-1,3-dihydro-2H-pyrrolo[2,3-c]pyridin-2-one